C(#N)CCOCCCCOCCC#N 1,4-Bis-(2-cyanoethoxy)-butan